C(C)(C)(C)C=1C=C(C=CC1O)OC 3-tertiary butyl-4-hydroxyanisole